N2,N2-dimethylethane-1,2-diamine CN(CCN)C